monopropylethane C(CC)CC